NC1=NC=CC(=N1)C1=CC(=CC2=C1OCC21N(CCOC1)C(C=C)=O)Cl 1-(7-(2-aminopyrimidin-4-yl)-5-chloro-2H-spiro[benzofuran-3,3'-morpholin]-4'-yl)prop-2-en-1-one